8-chloro-2-(2-methoxyethoxy)-1,5-naphthyridine ClC=1C=CN=C2C=CC(=NC12)OCCOC